CN1CCC(CC1)NC1=C2C=C(N(C2=CC=C1)CC(F)(F)F)C1=NN=C(S1)CNC(C)=O N-[(5-{4-[(1-methylpiperidin-4-yl)amino]-1-(2,2,2-trifluoroethyl)-1H-indol-2-yl}-1,3,4-thiadiazol-2-yl)methyl]acetamide